C(C(C)C)P(C1=CSC=C1P(CC(C)C)CC(C)C)CC(C)C 3,4-di(diisobutylphosphino)-thiophene